1,2-dioleyloxy-propylamine C(CCCCCCC\C=C/CCCCCCCC)OC(C(C)OCCCCCCCC\C=C/CCCCCCCC)N